2-((5-(7-((1-(5,6-dimethoxypyridazin-3-yl)piperidin-4-yl)methyl)-2,7-diazaspiro[3.5]nonan-2-yl)-1,2,4-triazin-6-yl)oxy)-5-fluorobenzoic acid COC=1C=C(N=NC1OC)N1CCC(CC1)CN1CCC2(CN(C2)C=2N=CN=NC2OC2=C(C(=O)O)C=C(C=C2)F)CC1